ClC1=C(C=C(N)C=C1)N1N=CC=N1 4-chloro-3-(triazol-2-yl)aniline